N,N'-(1,2-Dihydroxy-ethylene)bisacryl-amid OC(C(O)NC(C=C)=O)NC(C=C)=O